2-(4-(4-(trifluoromethyl)pyridin-3-yl)cyclohex-3-en-1-yl)acetate FC(C1=C(C=NC=C1)C1=CCC(CC1)CC(=O)[O-])(F)F